ClC=1C(NN=CC1N1CCN(CC1)[C@H](CC)C=1C=NC=CC1)=O |r| racemic-4-chloro-5-[4-[1-(pyridin-3-yl)propyl]piperazin-1-yl]-2,3-dihydropyridazin-3-one